(E)-4-(4-(2-(3-methylbenzylidene)hydrazinyl)-7-phenethyl-6,7-dihydro-5H-pyrrolo[2,3-d]pyrimidin-2-yl)morpholine CC=1C=C(\C=N\NC=2C3=C(N=C(N2)N2CCOCC2)N(CC3)CCC3=CC=CC=C3)C=CC1